borate iridium (III) [Ir+3].B([O-])([O-])[O-]